The molecule is the (S)-enantiomer of 2-(4-isopropyl-4-methyl-5-oxo-4,5-dihydro-1H-imidazol-2-yl)-5-(methoxymethyl)nicotinic acid. It is a conjugate acid of a (S)-imazamox(1-). It is an enantiomer of a (R)-imazamox. CC(C)[C@]1(C(=O)NC(=N1)C2=C(C=C(C=N2)COC)C(=O)O)C